N-([1,1':2',1''-terphenyl]-3-yl)fluoranthene-3-amine C1(=CC(=CC=C1)NC=1C=CC=2C3=CC=CC=C3C3=CC=CC1C23)C=2C(=CC=CC2)C2=CC=CC=C2